C1=CC=C(C=2OC3=C(C21)C=CC=C3)C=3C=C(C=C(C3)C3=CC=C(C=C3)C3=NC=CC=C3)C3=NC2=C1N=CC=CC1=CC=C2C=C3 2-(5-(dibenzo[b,d]furan-4-yl)-4'-(pyridin-2-yl)-[1,1'-biphenyl]-3-yl)-1,10-phenanthroline